BrC1=CC(=NC=C1)NC(=O)C=1C=NN(C1)CCN(C(OC(C)(C)C)=O)C tert-butyl N-(2-{4-[(4-bromopyridin-2-yl)carbamoyl]-1H-pyrazol-1-yl}ethyl)-N-methylcarbamate